[Cl-].O[Si](O)(O)CCCC(CC[NH+](C)C)CCCCCCCCCCCCC 3-(trihydroxysilylpropyl)dimethylhexadecyl-ammonium chloride